trans-Linalool oxide acetate C(C)(=O)O.C1C(C(O)(C)CCC=C(C)C)O1